C1(=CC=CC=C1)[C@H](C)OC(NC1=CC(=C(C=C1)C1=CN=C(S1)[C@@H]1CC[C@H](CC1)NC(=O)OC(C)C)S(NC(C)(C)C)(=O)=O)=O trans-N-[3-(tert-butylsulfamoyl)-4-[2-[4-(isopropoxycarbonylamino)cyclohexyl]thiazol-5-yl]phenyl]carbamic acid [(1S)-1-phenylethyl] ester